C(C1=CC(OC)=C(OC)C=C1)=O.[Br] bromine veratraldehyde